6-[5-[(1S)-1-[[2,8-dichloro-6-(trifluoromethyl)quinazolin-4-yl]amino]ethyl]-1,2,4-triazol-1-yl]-2-methyl-pyridazin-3-one ClC1=NC2=C(C=C(C=C2C(=N1)N[C@@H](C)C1=NC=NN1C=1C=CC(N(N1)C)=O)C(F)(F)F)Cl